C(CC)C1=CC=C(C=C1)C1=CC=C(N)C=C1 4-(4-propylphenyl)aniline